NC(=O)C[C@H](O)[C@H](O)CO amino-deoxyribose